C(C1=CC=CC=C1)NC1=C(N=C2N1C(=CC=C2)C2=C(C=CC1=CC=CC=C21)O)C2=CC=C(C=C2)Br 1-(3-(benzylamino)-2-(4-bromophenyl)imidazo[1,2-a]pyridin-5-yl)naphthalen-2-ol